C1(CC1)C(CCCCCCC)O 1-Cyclopropyloctan-1-ol